N4-(5-cyclopropyl-1H-pyrazol-3-yl)-6-methoxy-7-(3-(pyrrolidin-1-yl)propoxy)quinazoline-2,4-diamine C1(CC1)C1=CC(=NN1)NC1=NC(=NC2=CC(=C(C=C12)OC)OCCCN1CCCC1)N